C1(=C(C=CC2=CC=CC=C12)OCC1=C(C2=CC=CC=C2C=C1)C(=O)O)C1=C(C=CC2=CC=CC=C12)OCC1=C(C2=CC=CC=C2C=C1)C(=O)O 4'-[[1,1'-binaphthalene]-2,2'-diylbis(oxymethylene)]di(naphthalene-1-carboxylic acid)